3-[5-({[4-(aminomethyl)phenyl]methyl}amino)-1-(3-carboxybenzoyl)-4-methoxy-1H-pyrazol-3-yl]-1-[2-(morpholin-4-yl)-2-oxoethyl]piperidine-2-carboxylic acid NCC1=CC=C(C=C1)CNC1=C(C(=NN1C(C1=CC(=CC=C1)C(=O)O)=O)C1C(N(CCC1)CC(=O)N1CCOCC1)C(=O)O)OC